FC(C1=NC(=NO1)C=1C=C2CC[C@H](C2=CC1)C(=O)NC1=CC(=NC=C1)C)F (R)-5-(5-(Difluoromethyl)-1,2,4-oxadiazol-3-yl)-N-(2-methylpyridin-4-yl)-2,3-dihydro-1H-inden-1-carboxamid